Selenit [Se](=O)([O-])[O-]